tert-butyl 4-[3-cyclopropyl-1-(2,6-dioxo-3-piperidyl)-2-oxo-benzimidazol-5-yl]-3,6-dihydro-2H-pyridine-1-carboxylate C1(CC1)N1C(N(C2=C1C=C(C=C2)C=2CCN(CC2)C(=O)OC(C)(C)C)C2C(NC(CC2)=O)=O)=O